C(C)(=O)OCC=1C=C2C=C(C(OC2=CC1)=O)C(=O)OC1=CC(=CC=C1)CNC(=O)OC(C)(C)C 3-(((Tert-butoxycarbonyl)amino)methyl)phenyl 6-(acetoxymethyl)-2-oxo-2H-chromene-3-carboxylate